[Si](C1=CC=CC=C1)(C1=CC=CC=C1)(C(C)(C)C)OCCCCC(C(C)NNC(NCC)=S)NNC(NCC)=S 2,2'-(7-((tert-butyldiphenylsilyl)oxy)heptane-2,3-diyl)bis(N-ethylhydrazine-1-thiocarboxamide)